(2-bromo-5-fluoropyridin-3-yl)-N-(but-3-en-1-yl)-4-methylbenzene-1-sulfonamide BrC1=NC=C(C=C1C1=C(C=CC(=C1)C)S(=O)(=O)NCCC=C)F